C1(=CC=CC=C1)C1=NOC(C1=CC=1SC(=CC1)N1CCCC1)=O 3-phenyl-4-((5-(pyrrolidin-1-yl)thiophen-2-yl)methylene)isoxazol-5(4H)-one